Trans-4-(4-cyclopropylphenyl)-N-(4-hydroxy-3-(methylsulfonyl)phenyl)cyclohexane-1-carboxamide C1(CC1)C1=CC=C(C=C1)[C@@H]1CC[C@H](CC1)C(=O)NC1=CC(=C(C=C1)O)S(=O)(=O)C